O=C1C2=C(N=C(N1)NC(CC)C1=NC=CC=N1)N(N=C2C#N)C(C)C=2C=NC(=CC2)C(F)(F)F 4-oxo-6-((1-(pyrimidin-2-yl)propyl)amino)-1-(1-(6-(trifluoromethyl)pyridin-3-yl)ethyl)-4,5-dihydro-1H-pyrazolo[3,4-d]pyrimidine-3-carbonitrile